COC=1C=CC(=C(C1)[C@H](C(C)(C)C)OCC12N=CN([C@H]3C[C@H](O)[C@@H](CO)O3)C2=NC(=NC1=O)N)[N+](=O)[O-] 5-[(S)-1-(5-methoxy-2-nitrophenyl)-2,2-dimethyl-propyl-oxy]methyl-2'-deoxy-guanosine